C(OC)(OC1=C(C=CC=C1)C(NC=1SC(=CN1)[N+](=O)[O-])=O)=O Methyl (2-((5-nitrothiazol-2-yl)carbamoyl)phenyl) carbonate